N-(4-methoxyphenyl)-1H-pyrrolo[3,2-c]pyridin-4-amine COC1=CC=C(C=C1)NC1=NC=CC2=C1C=CN2